FC(CC1=C(NC2=CC=C(C=C12)C1CCN(CC1)CC(=O)NC)C1=C2C(=NC=C1)NN=C2)F 2-(4-(3-(2,2-difluoroethyl)-2-(1H-pyrazolo[3,4-b]pyridin-4-yl)-1H-indol-5-yl)piperidin-1-yl)-N-methylacetamide